6-(3-fluoro-4-methoxyphenyl)-N-(3,4,5-trimethoxyphenyl)-[1,2,4]triazolo[4,3-a]pyridin-3-amine FC=1C=C(C=CC1OC)C=1C=CC=2N(C1)C(=NN2)NC2=CC(=C(C(=C2)OC)OC)OC